3-Methyl-Pentan-1,3,5-triol CC(CCO)(CCO)O